3-(1-(4-((2-(2,6-dioxopiperidin-3-yl)-1,3-dioxoisoindolin-4-ylamino)methyl)-2-methylbenzyl)azetidin-3-yl)benzonitrile O=C1NC(CCC1N1C(C2=CC=CC(=C2C1=O)NCC1=CC(=C(CN2CC(C2)C=2C=C(C#N)C=CC2)C=C1)C)=O)=O